C(C1=CC=CC=C1)OC[C@@]1(C=C[C@H](C1)N1C(=CC=C1C)C)C(=O)O (1R,4S)-1-((benzyloxy)methyl)-4-(2,5-dimethyl-1H-pyrrol-1-yl)cyclopent-2-ene-1-carboxylic acid